C(C)(C)(C)OC(=O)N1C[C@@H](C2(CC2)CC1)OC=1C=C2COC(C2=CC1)=O (R)-4-((1-oxo-1,3-dihydroisobenzofuran-5-yl)oxy)-6-azaspiro[2.5]octane-6-carboxylic acid tert-butyl ester